BrC1=CC=C(C=C1)[C@H]1[C@@H](N(CC=2C3=C(C=CC12)N(N=C3)C3OCCCC3)C)CC(C)C (6R,7S)-6-(4-bromophenyl)-7-isobutyl-8-methyl-3-(tetrahydro-2H-pyran-2-yl)-6,7,8,9-tetrahydro-3H-pyrazolo[3,4-h]isoquinoline